(2'S)-2'-methylspiro[3,4-dihydrobenzothiopheno[2,3-c]pyran-1,4'-piperidine] C[C@@H]1NCCC2(C1)OCCC1=C2SC2=C1C=CC=C2